CC=1NC(=C(C(C1C(=O)OC(C#C)C)C1=CSC2=C1C=NC=C2)[N+](=O)[O-])C 1,4-dihydro-2,6-dimethyl-5-nitro-4-[thieno[3,2-c]-pyridin-3-yl]-3-pyridinecarboxylic acid, 1-methyl-2-propynyl ester